trans-4-((3-(2-Cyclopropylthiazol-5-yl)phenyl)((trans-4-(3-fluoro-1-methyl-1H-indazol-5-yl)cyclohexyl)methyl)carbamoyl)-cyclohexanecarboxylic acid C1(CC1)C=1SC(=CN1)C=1C=C(C=CC1)N(C(=O)[C@@H]1CC[C@H](CC1)C(=O)O)C[C@@H]1CC[C@H](CC1)C=1C=C2C(=NN(C2=CC1)C)F